carbazolyl-carbon C1(=CC=CC=2C3=CC=CC=C3NC12)[C]